[Na+].[N+](=O)([O-])C1=C(C(=CC(=C1)[N+](=O)[O-])[N+](=O)[O-])S(=O)(=O)[O-] 2,4,6-trinitrobenzenesulfonic acid sodium salt